NC1(CC(C1)N1CCN(CC1)CC1CCN(CC1)C1=C(C2=C(N(C(N2C)=O)C2C(NC(CC2)=O)=O)C=C1)F)C 3-(5-(4-((4-((1r,3r)-3-amino-3-methylcyclobutyl)piperazin-1-yl)methyl)piperidin-1-yl)-4-fluoro-3-methyl-2-oxo-2,3-dihydro-1H-benzo[d]imidazol-1-yl)piperidine-2,6-dione